C1(CCCC1)CNC(C(=O)N[C@H](C(N[C@@H](C[C@H]1C(NCC1)=O)C(COC1=C(C(=CC(=C1F)F)F)F)=O)=O)CC(C)C)=O N1-(cyclopentylmethyl)-N2-((S)-4-methyl-1-oxo-1-(((S)-3-oxo-1-((S)-2-oxopyrrolidin-3-yl)-4-(2,3,5,6-tetrafluorophenoxy)butan-2-yl)amino)pentan-2-yl)oxalamide